[K+].C(=O)(OC)C1=CC(=C(OC(C(=O)[NH-])C2=CC3=C(C=C2)OCO3)C=C1)CCC α-(4-carbomethoxy-2-n-propylphenoxy)-3,4-methylenedioxyphenylacetamide potassium salt